C(C)(C)(C)OC(=O)N[C@H](C(=O)OC)CC1=C(C=CC(=C1)Cl)OC1CC1 Methyl (S)-2-((tert-butoxycarbonyl)amino)-3-(5-chloro-2-cyclopropoxyphenyl)propanoate